methyl 4-(2-(propylamino)ethoxy)benzoate C(CC)NCCOC1=CC=C(C(=O)OC)C=C1